5-((6-(1-Oxa-6-azaspiro[3.4]octan-6-yl)imidazo[1,2-b]pyridazin-3-yl)ethynyl)-N-(4-((4-methylpiperazin-1-yl)methyl)-3-(trifluoromethyl)phenyl)nicotinamide O1CCC12CN(CC2)C=2C=CC=1N(N2)C(=CN1)C#CC=1C=NC=C(C(=O)NC2=CC(=C(C=C2)CN2CCN(CC2)C)C(F)(F)F)C1